C1(=CC=CC=C1)N1CC(CC1)CNC(=O)C1CCNCC1 N-((1-phenylpyrrolidin-3-yl)methyl)piperidine-4-carboxamide